FCC(COC1=CC2=C(N=C(S2)CP(OCC)(OCC)=O)C=C1)OC1OCCCC1 diethyl ((6-(3-fluoro-2-((tetrahydro-2H-pyran-2-yl)oxy)propoxy)benzo[d]thiazol-2-yl)methyl)phosphonate